5-(methylamino)-6-(3-methylimidazo[4,5-c]pyridin-7-yl)-3-[4-(2-morpholinoethyl)anilino]pyrazine-2-carboxamide CNC=1N=C(C(=NC1C=1C2=C(C=NC1)N(C=N2)C)C(=O)N)NC2=CC=C(C=C2)CCN2CCOCC2